(P)-3-[4-[4-(aminomethyl)-8-methyl-1-oxo-2H-phthalazin-6-yl]-2-methyl-pyrazol-3-yl]-4-chloro-naphthalene-2-carbonitrile NCC1=NNC(C2=C(C=C(C=C12)C1=C(N(N=C1)C)C=1C(=CC2=CC=CC=C2C1Cl)C#N)C)=O